2-(4-bromo-3-methoxyphenyl)-8-(2-methoxybenzoyl)-2,8-diazaspiro[4.5]Decan-1-one BrC1=C(C=C(C=C1)N1C(C2(CC1)CCN(CC2)C(C2=C(C=CC=C2)OC)=O)=O)OC